5-cyano-4-(((tetrahydro-2H-thiopyran-4-yl)methyl)amino)pyridin C(#N)C=1C(=CC=NC1)NCC1CCSCC1